ClC1=C(C=CC(=C1O)O)C1CC(=NO1)[C@]1([C@@H](N2C(C[C@H]2S1(=O)=O)=O)C(=O)O)C (2S,3R,5R)-3-(5-(2-chloro-3,4-dihydroxyphenyl)-4,5-dihydroisoxazol-3-yl)-3-methyl-7-oxo-4-thia-1-azabicyclo[3.2.0]heptane-2-carboxylic acid 4,4-dioxide